Cl.C1CN(CCC12CCNCC2)C2=CC=C(C=C2)[C@H]2[C@H](COC1=CC(=CC=C21)O)C2=CC=CC=C2 (3S,4R)-4-(4-(3,9-diazaspiro[5.5]undecan-3-yl)phenyl)-3-phenylchroman-7-ol hydrochloride